C1OCC12CN(CC2)C=2C=C1C3=NNC4=CC=C(OCCCNC(OCC(C2)=C1)=O)C=C34 4-(2-oxa-6-azaspiro[3.4]octan-6-yl)-8,14-dioxa-10,19,20-triazatetracyclo[13.5.2.12,6.018,21]tricosa-1(20),2,4,6(23),15,17,21-heptaen-9-one